4-({4-[7-(aminocarbonyl)-2H-indazole-2-yl]benzyl}ammonio)-3-benzyl-1-methylpiperidinium NC(=O)C1=CC=CC2=CN(N=C12)C1=CC=C(C[NH2+]C2C(C[NH+](CC2)C)CC2=CC=CC=C2)C=C1